4,4'-bis[(3-ethyl-oxetan-3-yl)methoxy]methylbiphenyl C(C)C1(COC1)COCC1=CC=C(C=C1)C1=CC=C(C=C1)COCC1(COC1)CC